N[C@H](C=C)C=1C=C(N)C=C(C1)C(F)(F)F (R)-3-(1-Aminoallyl)-5-(trifluoromethyl)aniline